C(C=C)(=O)N1[C@H](CN(CC1)C1=NC(=NC=2C[C@H](CCC12)N1C(CCC2=CC=C(C=C12)F)=O)N1CC(C1)N(C)C)CC#N 2-((S)-1-Acryloyl-4-((S)-2-(3-(dimethylamino)azetidin-1-yl)-7-(7-fluoro-2-oxo-3,4-dihydroquinolin-1(2H)-yl)-5,6,7,8-tetrahydroquinazolin-4-yl)piperazin-2-yl)acetonitrile